COC(=O)C=1N=NC(=CC1)N1CCC(CC1)(C1=CC=C(C=C1)C(F)(F)F)C#N.C(#N)C1(CCN(CC1)C1=CC=C(N=N1)C(=O)NN)C1=CC=C(C=C1)C(F)(F)F 6-(4-cyano-4-(4-(trifluoromethyl)phenyl)piperidin-1-yl)pyridazine-3-carbohydrazide Methyl-6-(4-cyano-4-(4-(trifluoromethyl)phenyl)piperidin-1-yl)pyridazine-3-carboxylate